ClC1=CC2=C(C=N1)NC(=N2)S 6-chloro-3H-imidazo[4,5-c]pyridine-2-thiol